[Pt].[Fe].[Mo].[Zn].[Al].[Ni].C1(=CC=CC=C1)[C@@H](C)NC1=C2C(NC=N1)=NC(=C2)C2=CC=C(C=C2)O ((R)-4-[4-[(1-phenylethyl)amino]-1H-pyrrolo[2,3-d]pyrimidin-6-yl]-phenol) nickel aluminum zinc molybdenum iron platinum